BrC1=C(C=C(O[C@H](C(=O)O)C(C)C)C=C1)F (S)-2-(4-bromo-3-fluorophenoxy)-3-methylbutyric acid